C(C1=CC=CC=C1)(=O)C=1C=CC(=C(C1)C(C(=O)O)C)O 2-(5-benzoyl-2-hydroxyphenyl)propanoic acid